1-(4-fluoro-3-methylphenyl)-3-((6-methoxy-1-methyl-1H-benzimidazol-7-yl)methyl)urea FC1=C(C=C(C=C1)NC(=O)NCC1=C(C=CC2=C1N(C=N2)C)OC)C